ClC1=C(C=CC=C1F)CC(=O)NC1=CN=NC(=C1)NC1=CC(=CC(=C1)F)F 2-(2-chloro-3-fluorophenyl)-N-[6-(3,5-difluoroanilino)pyridazin-4-yl]acetamide